2-{4-[trans-4-amino-3-methoxypiperidin-1-yl]-3-(3-fluoro-5-methylphenyl)quinolin-6-yl}-4,6-difluoro-3-methylphenol N[C@H]1[C@@H](CN(CC1)C1=C(C=NC2=CC=C(C=C12)C1=C(C(=CC(=C1C)F)F)O)C1=CC(=CC(=C1)C)F)OC